2,2'-dimethyl-[1,1'-biphenyl]-4,4'-diol CC1=C(C=CC(=C1)O)C1=C(C=C(C=C1)O)C